ClC=1N=C(C2=C(N1)N(C=C2)S(=O)(=O)CCO)N2C(COCC2)C 2-((2-chloro-4-(3-methylmorpholino)-7H-pyrrolo[2,3-d]pyrimidin-7-yl)sulfonyl)ethanol